(1-fluorocyclopentyl)methanamine hydrochloride Cl.FC1(CCCC1)CN